O1[C@H]2[C@@](CC1)(CCC2)C(N2C[C@@H]1[C@H](C2)CC(C1)NC=1N=NC(=CC1)C=1C=NC=CC1C(F)(F)F)([2H])[2H] (3aR,5s,6aS)-2-(((3aR,6aR)-hexahydro-3aH-cyclopenta[b]furan-3a-yl)methyl-d2)-N-(6-(4-(trifluoromethyl)pyridin-3-yl)pyridazin-3-yl)octahydrocyclopenta[c]pyrrol-5-amine